5,7-dimethylimidazo[1,2-c]pyrimidine-2-carboxylic acid CC1=NC(=CC=2N1C=C(N2)C(=O)O)C